OP([O-])[O-] The molecule is a divalent inorganic anion resulting from the removal of a proton from two of the hydroxy groups of phosphorous acid. It is a phosphite ion and a divalent inorganic anion. It is a conjugate base of a dihydrogenphosphite. It is a conjugate acid of a phosphite(3-).